NC1=CC2=C(N(C(C(O2)CCC(=O)NC)=O)C)C=C1 3-(7-amino-4-methyl-3-oxo-1,4-benzoxazin-2-yl)-N-methyl-propanamide